2-[4-[2-hydroxyl-3-tridecyloxypropyl]oxyl-2-Hydroxyphenyl]-4,6-bis(2,4-dimethylphenyl)-1,3,5-triazine OC(COC1=CC(=C(C=C1)C1=NC(=NC(=N1)C1=C(C=C(C=C1)C)C)C1=C(C=C(C=C1)C)C)O)COCCCCCCCCCCCCC